3-(oxiran-2-yl)pentan-3-ol O1C(C1)C(CC)(CC)O